((2R,3S,4R,5R)-5-(4-butyramidopyrrolo[2,1-f][1,2,4]triazin-7-yl)-5-cyano-3,4-dihydroxytetrahydrofuran-2-yl)methyl acetate C(C)(=O)OC[C@H]1O[C@@]([C@@H]([C@@H]1O)O)(C#N)C1=CC=C2C(=NC=NN21)NC(CCC)=O